ClC=1C=C(C=C(C1)C(F)(F)F)NC(C1=C(C(=CC=C1)C#CC1=CN=C2N1N=C(C=C2)NCCOC)C)=O N-(3-CHLORO-5-(TRIFLUOROMETHYL)PHENYL)-3-((6-((2-METHOXYETHYL)AMINO)IMIDAZO[1,2-B]PYRIDAZIN-3-YL)ETHYNYL)-2-METHYLBENZAMIDE